methyl 2-(trifluoromethyl)-6,7-dihydro-5H-benzo[c]imidazo[1,2-a]azepin-9-formate FC(C=1N=C2N(CCCC3=C2C=CC(=C3)C(=O)OC)C1)(F)F